CC(=O)NN The molecule is a carbohydrazide that is hydrazine in which one of the hydrogens is replaced by an acetyl group. It has a role as a drug metabolite. It is a tautomer of an acetohydrazonic acid.